(+/-)-2-(5-(aminomethyl)-1,3,4-thiadiazol-2-yl)-N-((3S,4R)-3-fluoro-1-methylpiperidin-4-yl)-1-(2,2,2-trifluoroethyl)-1H-indol-4-amine hydrogen bromide Br.NCC1=NN=C(S1)C=1N(C=2C=CC=C(C2C1)N[C@H]1[C@H](CN(CC1)C)F)CC(F)(F)F |r|